COC(=O)C1=C(C2=C(S1)C=CC=C2)C(=O)OC benzo[b]thiophene-2,3-dicarboxylic acid dimethyl ester